1-methylsulfonylpiperidin-4-amine trifluoroacetic acid salt FC(C(=O)O)(F)F.CS(=O)(=O)N1CCC(CC1)N